NC1=NC=CC=C1C1=NC=2C(=NC(=CC2)N2N=CC=C2)N1C=1C=C2C[C@H]([C@@H](C2=CC1)NC1CCN(CC1)C(C=C)=O)F 1-(4-(((1R,2R)-5-(2-(2-aminopyridin-3-yl)-5-(1H-pyrazol-1-yl)-3H-imidazo[4,5-b]pyridin-3-yl)-2-fluoro-2,3-dihydro-1H-inden-1-yl)amino)piperidin-1-yl)prop-2-en-1-one